9-(2-chloro-6-fluoro-phenyl)-3-cyclopropyl-16-thia-2,4,5,8-tetraazatetracyclo[8.6.0.02,6.011,15]Hexadeca-1(10),3,5,8,11(15)-pentaene-13-carbaldehyde ClC1=C(C(=CC=C1)F)C1=NCC2=NN=C(N2C=2SC=3CC(CC3C12)C=O)C1CC1